(S)-3-((6-(2-Hydroxy-6-methyl-4-(trifluoromethyl)phenyl)pyridazin-3-yl)amino)-2-methylpropane-1,2-diol OC1=C(C(=CC(=C1)C(F)(F)F)C)C1=CC=C(N=N1)NC[C@@](CO)(O)C